tert-butyl (1S,3R,5S)-3-{[(3-chloro-6-methoxypyridin-2-yl)oxy]methyl}-2-azabicyclo[3.1.0]hexane-2-carboxylate ClC=1C(=NC(=CC1)OC)OC[C@@H]1N([C@H]2C[C@H]2C1)C(=O)OC(C)(C)C